{[2-(2H-1,3-benzodioxol-5-yl)-1-methyl-ethyl]-N-methylaminocarbonyloxy}methyl tetrahydro-2H-pyran-4-carboxylate O1CCC(CC1)C(=O)OCOC(=O)N(C)C(CC1=CC2=C(OCO2)C=C1)C